1-((trans)-1-(1,3-difluoropropan-2-yl)-4-phenylpyrrolidin-3-yl)-3-(2-phenyl-2,4,5,6-tetrahydrocyclopenta[c]pyrazol-3-yl)urea FCC(CF)N1C[C@H]([C@@H](C1)C1=CC=CC=C1)NC(=O)NC1=C2C(=NN1C1=CC=CC=C1)CCC2